(E or Z)-4-(2-hydroxyethylidene)-1,3-dioxolan-2-one OCC=C1OC(OC1)=O